C(C)(C)(C)OC(=O)N1[C@@H](C[C@H](C1)N(C)C(=O)OC(C)(C)C)C=1NC2=C(N1)C(=C1C(=C2F)CC(C1)C(=O)OC)F methyl 2-[(2S,4R)-1-tert-butoxycarbonyl-4-[tert-butoxycarbonyl(methyl)amino]pyrrolidin-2-yl]-4,8-difluoro-3,5,6,7-tetrahydrocyclopenta[f]benzimidazole-6-carboxylate